C(C)(C)(C)OC(N[C@H](CC1=CC(=CC=C1)OC)CCCC)=O (S)-(1-(3-methoxyphenyl)hex-2-yl)carbamic acid tert-butyl ester